C=C=C cis-trans-allen